tert-butyl (3S,4R)-3-((4-(2-(cyclopropanecarboxamido)pyrazolo[1,5-a]pyridin-5-yl)-5-methylisoxazol-3-yl)oxy)-4-methoxypyrrolidine-1-carboxylate C1(CC1)C(=O)NC1=NN2C(C=C(C=C2)C=2C(=NOC2C)O[C@H]2CN(C[C@H]2OC)C(=O)OC(C)(C)C)=C1